N-(1-(1-(3-cyanoimidazo[1,2-a]pyridin-6-yl)-2-(6-Methylpyridin-2-yl)-1H-imidazol-4-yl)ethyl)-2-fluorobenzamide C(#N)C1=CN=C2N1C=C(C=C2)N2C(=NC(=C2)C(C)NC(C2=C(C=CC=C2)F)=O)C2=NC(=CC=C2)C